2-Bromo-5-(1-fluoroethyl)pyridine BrC1=NC=C(C=C1)C(C)F